P(=O)(OCC)(OCC)OC1=C(C=C(C=C1)C=O)[N+](=O)[O-] diethyl (4-formyl-2-nitrophenyl) phosphate